1-[4-(4-Benzoylphenylsulfanyl)phenyl]-2-methyl-2-(4-methylphenylsulfonyl)propan-1-on C(C1=CC=CC=C1)(=O)C1=CC=C(C=C1)SC1=CC=C(C=C1)C(C(C)(S(=O)(=O)C1=CC=C(C=C1)C)C)=O